2-(tetrahydro-2H-pyran-2-yl)-2H-tetrazole O1C(CCCC1)N1N=CN=N1